2-(4-(3-bromo-1H-pyrazolo[3,4-d]pyrimidin-4-yl)piperazin-1-yl)-2-(4-chlorophenyl)-N-(2-(dimethylamino)ethyl)acetamide BrC1=NNC2=NC=NC(=C21)N2CCN(CC2)C(C(=O)NCCN(C)C)C2=CC=C(C=C2)Cl